N-((S)-1-((R*)-5,5-dimethyl-2-oxopyrrolidin-3-yl)-4-hydroxy-3-oxobutan-2-yl)-2-(4-methoxy-1H-indole-2-carbonyl)octahydrocyclopenta[c]pyrrole-1-carboxamide CC1(C[C@H](C(N1)=O)C[C@@H](C(CO)=O)NC(=O)C1N(CC2C1CCC2)C(=O)C=2NC1=CC=CC(=C1C2)OC)C |o1:3|